N1=CN=C2N=CNC2=C1N[C@@H]1[C@H]([C@@H]([C@H]([C@@H](O1)CO)NC(=O)[C@H]1NCC(C1)=O)O)O (S)-N-((2R,3R,4R,5S,6S)-6-((7H-purin-6-yl)amino)-4,5-dihydroxy-2-(hydroxymethyl)tetrahydro-2H-pyran-3-yl)-4-oxopyrrolidine-2-carboxamide